(R)-2-amino-1-(3,3-difluoropyrrolidin-1-yl)propan-1-one trimethylphenyl-α-methallyloxymethylacrylate CC(C(COCC(C(=O)O)=CC1=CC=CC=C1)=C)(C)C.N[C@@H](C(=O)N1CC(CC1)(F)F)C